CC1=C(O[Mg]OC2=C(C=CC=C2)C)C=CC=C1 di(methylphenoxy)magnesium